5-[[1-[2-oxo-2-[(2S,4S)-2-cyano-4-fluoro-pyrrolidin-1-yl]ethyl]-4-piperidyl]amino]-N-(2-pyridyl)quinoline-8-carboxamide O=C(CN1CCC(CC1)NC1=C2C=CC=NC2=C(C=C1)C(=O)NC1=NC=CC=C1)N1[C@@H](C[C@@H](C1)F)C#N